C(C)OC(CCC1CCC2(CCN(CC2)C(=O)OC(C)(C)C)CC1)=O tert-butyl 9-(3-ethoxy-3-oxopropyl)-3-azaspiro[5.5]undecane-3-carboxylate